tert-butyl (S)-4-(2-chloro-7-(8-chloronaphthalen-1-yl)pyrido[2,3-d]pyrimidin-4-yl)-2-(cyanomethyl)piperazine-1-carboxylate ClC=1N=C(C2=C(N1)N=C(C=C2)C2=CC=CC1=CC=CC(=C21)Cl)N2C[C@@H](N(CC2)C(=O)OC(C)(C)C)CC#N